COC(CC(CCCCCCCCC)N(S(=O)(=O)CCCCCCCCCCC)CCCN(C)C)=O.CN(CCCN(S(=O)(=O)CCCCCCCCCCC)C(CC(=O)O)CCCCCCCCC)C 3-{N-[3-(dimethylamino)propyl]undecane-1-sulfonamido}dodecanoic acid Methyl-3-{N-[3-(dimethylamino)propyl]undecane-1-sulfonamido}dodecanoate